FC(C(=O)NC1CN(C1)C=1C2=C(N=C(N1)C1=CC=C(C=C1)C(F)(F)F)C=CN=C2)=C 2-fluoro-N-(1-(2-(4-(trifluoromethyl)phenyl)pyrido[4,3-d]pyrimidin-4-yl)azetidin-3-yl)acrylamide